BrC1=CC=C2C(=NN(C2=C1)C)COC1=CC=C(C=C1)OC(F)(F)F 6-bromo-1-methyl-3-[[4-(trifluoromethoxy)phenoxy]methyl]indazole